9-methoxy-3-azaspiro[5.5]undecane-3-carboxylic acid tert-butyl ester C(C)(C)(C)OC(=O)N1CCC2(CC1)CCC(CC2)OC